CC=1C=CC=2N(C3=CC=C(C=C3C2C1)C)C1=CC=C(C=C1)C=1C(=C(C(=C(C1C1=CC=NC=C1)C1=CC=C(C=C1)N1C2=CC=C(C=C2C=2C=C(C=CC12)C)C)C#N)N1C2=C(C3=CC=CC=C13)C=CC=N2)C2=CC=C(C=C2)N2C1=CC=C(C=C1C=1C=C(C=CC21)C)C 4,4''-bis(3,6-dimethyl-9H-carbazol-9-yl)-5'-(4-(3,6-dimethyl-9H-carbazol-9-yl)phenyl)-6'-(pyridin-4-yl)-3'-(9H-pyrido[2,3-b]indol-9-yl)-[1,1':2',1''-terphenyl]-4'-carbonitrile